CC(CN)(CN)CCC 2-methyl-2-propyl-1,3-propanediamine